(((1r,4r)-4-(aminomethyl)cyclohexyl)methyl)carbamic acid tert-butyl ester C(C)(C)(C)OC(NCC1CCC(CC1)CN)=O